2,7-bismaleimidylnaphthalene C1(C=CC(N1C1=CC2=CC(=CC=C2C=C1)N1C(C=CC1=O)=O)=O)=O